(R)-2-(5-fluoro-2-hydroxyphenyl)-N-methoxy-N-methyl-4,5-dihydrothiazole-4-carboxamide FC=1C=CC(=C(C1)C=1SC[C@H](N1)C(=O)N(C)OC)O